FC=1C=C(CN2C(=NC3=NC=C(C=C32)N3C=CC=2C3=NC(=CN2)C#N)C)C=CC1 5-(1-(3-fluorobenzyl)-2-methyl-1H-imidazo[4,5-b]pyridin-6-yl)-5H-pyrrolo[2,3-b]pyrazine-3-carbonitrile